C(C)[C@@H]1N(C[C@H](N(C1)C(C)C1=CC=2N(C=C1)N=CC2F)CC)C=2C=1C(N(C(C2)=O)C)=CN(N1)CC#N 2-(7-((2S,5R)-2,5-diethyl-4-(1-(3-fluoropyrazolo[1,5-a]pyridin-5-yl)ethyl)piperazin-1-yl)-4-methyl-5-oxo-4,5-dihydro-2H-pyrazolo[4,3-b]pyridin-2-yl)acetonitrile